NC1=C(C(=C2C(=N1)NC=C2)Cl)C#N 6-amino-4-chloro-1H-pyrrolo[2,3-b]pyridine-5-carbonitrile